C(OCC1[C@H]2CCC#CCC[C@@H]12)(ON1C(CCC1=O)=O)=O (1R,8S,9R)-bicyclo[6.1.0]non-4-yn-9-ylmethyl succinimidyl carbonate